1-chloroethyl (2R)-2-(trityloxy)propanoate C(C1=CC=CC=C1)(C1=CC=CC=C1)(C1=CC=CC=C1)O[C@@H](C(=O)OC(C)Cl)C